ClC=1C=CC(=C(C1)C=1C=C(C=2OCCNC2N1)NC1=C(C=NC=C1)C(=O)NCCN(C1COC1)C)F 4-{[6-(5-chloro-2-fluorophenyl)-2H,3H,4H-pyrido[3,2-b][1,4]oxazin-8-yl]amino}-N-{2-[methyl(oxetan-3-yl)amino]ethyl}pyridine-3-carboxamide